P(=O)(OC[C@H]1O[C@@H](C[C@@H]1OP(=O)([O-])OCCCC)N1C(N=C(C=C1)N)=O)(OCCCC)[O-].[Co+2] |&1:6| cobalt ((2R,3S,SR)-5-(4-amino-2-oxopyrimidin-1(2H)-yl)-3-((butoxyoxidophosphoryl)oxy)tetrahydrofuran-2-yl)methyl butyl phosphate